ClC=1C2=C(N=CN1)N(C=C2)C2CC(CCC2)=O 3-(4-chloro-7H-pyrrolo[2,3-d]pyrimidin-7-yl)cyclohexane-1-one